ClCC[S+](C)C chloroethyl(dimethyl)sulfonium